Methyl (S)-5-(4-amino-2-(2H-tetrazol-5-yl)benzamido)-2-(4-(N-((2,4-diaminopteridin-6-yl)methyl)formamido)benzamido)pentanoate NC1=CC(=C(C(=O)NCCC[C@@H](C(=O)OC)NC(C2=CC=C(C=C2)N(C=O)CC=2N=C3C(=NC(=NC3=NC2)N)N)=O)C=C1)C=1N=NNN1